C(CCCCCCCCCCCCCCCCC)OC(C(C)Cl)=O octadecyl-2-chloropropanoate